4-(4-bromo-2-oxo-2,3-dihydro-1H-1,3-benzodiazol-1-yl)-N-(6-methylpyridin-3-yl)cyclohexane-1-carboxamide BrC1=CC=CC=2N(C(NC21)=O)C2CCC(CC2)C(=O)NC=2C=NC(=CC2)C